[O-2].[V+3].[O-2].[O-2].[V+3] Vanadium(III)-oxid